C(C=C)(=O)OC1=CC(=C(C=C1)N1N=C2C(=N1)C=CC=C2)O 4-(2H-benzo[d][1,2,3]triazol-2-yl)-3-hydroxyphenyl acrylate